Cl.ClC1=CC(=C(C=C1)NN)F (4-chloro-2-fluorophenyl)hydrazine hydrochloride